C(#C)C1=NC=C(C(=N1)C1=NC=2C=CC3=C(C2C=C1)C1=C(S3)CN[C@@H](CN1)C)CO (R)-3-(2-ethynyl-5-(hydroxymethyl)pyrimidin-4-yl)-10-methyl-9,10,11,12-tetrahydro-8H-[1,4]diazepino[5',6':4,5]thieno[3,2-f]quinolin